OC(C(C1=CC=CC=C1)(C1=CC=CC=C1)O[Si](C)(C)C)(C1=CC=CC=C1)C1=CC=CC=C1 1-hydroxy-2-trimethylsilyloxy-1,1,2,2-tetraphenylethane